FC1=CC=C(C(=O)N2[C@H](C=3N(CC2)C(=NC3N3C(CCC3)=O)C3=NC(=NS3)CF)C)C=C1 (S)-1-(7-(4-Fluorobenzoyl)-3-(3-(fluoromethyl)-1,2,4-thiadiazol-5-yl)-8-methyl-5,6,7,8-Tetrahydroimidazo[1,5-a]pyrazin-1-yl)pyrrolidin-2-one